ClCC(=O)N1C2=C(OC[C@@H]1C)N=C(C(=C2)CC2=CC=C(C=C2)F)C(=O)NCCOC (S)-1-(2-chloroacetyl)-7-(4-fluorobenzyl)-N-(2-methoxyethyl)-2-methyl-2,3-dihydro-1H-pyrido[2,3-b][1,4]oxazine-6-carboxamide